tert-butyl (S)-(pyrrolidin-2-ylmethyl)carbamate N1[C@@H](CCC1)CNC(OC(C)(C)C)=O